tetramethylthiopheneacetic acid CC(C(=O)O)C=1SC(=C(C1C)C)C